FC=1C(=NC=CC1)C1(CC1)C=1C=C2C(=CC=NC2=CC1)C(=O)OC methyl 6-(1-(3-fluoropyridin-2-yl)cyclopropyl)-quinoline-4-carboxylate